CN1N=CC(=C1C)C=1C=CC=C2C=NC(=NC12)NC=1C(=NC=2CCN(CC2C1)C)OC 8-(1,5-Dimethyl-1H-pyrazol-4-yl)-N-(2-methoxy-6-methyl-5,6,7,8-tetrahydro-1,6-Naphthyridin-3-yl)quinazolin-2-amine